allyltryptophan C(C=C)N[C@@H](CC1=CNC2=CC=CC=C12)C(=O)O